methyl (3S,7S)-3-(tert-butoxycarbonylamino)-7-methyl-4,7-dihydro-2H-azepine-1,3-dicarboxylate C(C)(C)(C)OC(=O)N[C@@]1(CN([C@H](C=CC1)C)C(=O)OC)C(=O)[O-]